(2R,3R)-2-[4-(cyclopentylamino)phenyl]-N-[4-methyl-3-(trifluoromethyl)phenyl]-1-pyrido[3,2-d]pyrimidin-4-yl-piperidine-3-carboxamide C1(CCCC1)NC1=CC=C(C=C1)[C@@H]1N(CCC[C@H]1C(=O)NC1=CC(=C(C=C1)C)C(F)(F)F)C=1C2=C(N=CN1)C=CC=N2